BrC1=CC=C(N=N1)O[C@@H]1CC[C@H]2CN(C[C@H]21)C(=O)C2=CC=1OC=CC1S2 [(3aS,4R,6aR)-4-[(6-bromo-3-pyridazinyl)oxy]hexahydrocyclopenta[c]pyrrol-2(1H)-yl](thieno[3,2-b]furan-5-yl)methanone